bis-hydroxymethyl-tricyclo-(5.2.1.02,6)decane OCC12C3(CCC(C2CCC1)C3)CO